Cl.Cl.FC1=C2N(N=C1)CC1(C2N)CCNCC1 3'-fluoro-4'H,6'H-spiro[piperidine-4,5'-pyrrolo[1,2-b]pyrazol]-4'-amine dihydrochloride